ClC1=CC=C(C(=N1)C(=O)O)N[C@H](C)C1=CC(=CC=2C(N3C(=NC12)CCC3)=O)C 6-chloro-3-[[(1R)-1-(7-methyl-9-oxo-2,3-dihydro-1H-pyrrolo[2,1-b]quinazolin-5-yl)ethyl]amino]pyridine-2-carboxylic acid